2-(6-(((Tetrahydro-2H-pyran-4-yl)amino)methyl)pyridazin-3-yl)-5-(trifluoromethyl)phenol O1CCC(CC1)NCC1=CC=C(N=N1)C1=C(C=C(C=C1)C(F)(F)F)O